CC1=C(C(=O)O[C@H](C1)[C@@H](C)[C@]2(CC[C@@H]3[C@@]2(CC[C@H]4[C@H]3C[C@@H]5[C@]6([C@@]4(C(=O)C=C[C@@H]6O)C)O5)C)O)C The molecule is a withanolide that is 5,6:22,26-diepoxyergosta-2,24-diene-1,26-dione substituted by hydroxy groups at positions 4 and 17 (the 4beta,5beta,6beta,22R stereoisomer). Isolated from Tubocapsicum anomalum, it exhibits cytotoxic activity. It has a role as an antineoplastic agent. It is a delta-lactone, a 4-hydroxy steroid, an enone, an ergostanoid, a secondary alcohol, a tertiary alcohol, a 17alpha-hydroxy steroid, a withanolide and an epoxy steroid.